racemic-N-phenylacetyl-(R,S)-o-chlorophenylglycine C1(=CC=CC=C1)CC(=O)N[C@H](C1=C(C=CC=C1)Cl)C(=O)O |r|